3,5-bistrifluoromethyl-benzaldehyde FC(C=1C=C(C=O)C=C(C1)C(F)(F)F)(F)F